C(C(C)(C)C)(=O)OCC(CO)(COCC(CO)(CO)CO)CO dipentaerythritol pivalate